N[C@H]1[C@@H](CN(CC1)C1=C(C=NC2=CC=C(C=C12)C=1C(=C(C#N)C=CC1)O)C1=CC(=CC(=C1)F)F)OC 3-{4-[trans-4-Amino-3-methoxypiperidin-1-yl]-3-(3,5-difluorophenyl)chinolin-6-yl}-2-hydroxybenzonitril